tris[5-(N,N-dipropylamino)pentyl]amine C(CC)N(CCC)CCCCCN(CCCCCN(CCC)CCC)CCCCCN(CCC)CCC